N-[(1S,2S)-1-[(2S,4R)-4-hydroxy-2-(1H-imidazol-2-yl)pyrrolidine-1-carbonyl]-2-methyl-butyl]-2-(3-methylisoxazol-5-yl)acetamide O[C@@H]1C[C@H](N(C1)C(=O)[C@H]([C@H](CC)C)NC(CC1=CC(=NO1)C)=O)C=1NC=CN1